C(C1=CC=CC=C1)N([C@H](CNC1=NC=C(N=C1)C(F)(F)F)C)C (2S)-N2-benzyl-N2-methyl-N1-(5-(trifluoromethyl)pyrazin-2-yl)propane-1,2-diamine